C1(CC1)CN1C(=CC2=CC=C(C=C12)C1=NNC=C1)C1=NC2=C(N1C)C(=CC(=C2)C(=O)N2[C@@H]1CC[C@H](C2)[C@H]1N)OC (1R,4R,7R)-2-{2-[1-(cyclopropylmethyl)-6-(1H-pyrazol-3-yl)-1H-indol-2-yl]-7-methoxy-1-methyl-1H-1,3-benzodiazole-5-carbonyl}-2-azabicyclo[2.2.1]heptan-7-amine